3-(4-bromobiphenyl-4-yl)-3,4-dihydronaphthalenone BrC1(CC=C(C=C1)C1=CC=CC=C1)C1CC(C2=CC=CC=C2C1)=O